N-(4-(1-(3-((3,3-difluoroazetidin-1-yl)sulfonyl)-4-fluorophenyl)-1H-1,2,3-triazol-4-yl)-3-(6-azaspiro[2.5]octan-6-yl)phenyl)-2-hydroxyethane-1-sulfonamide FC1(CN(C1)S(=O)(=O)C=1C=C(C=CC1F)N1N=NC(=C1)C1=C(C=C(C=C1)NS(=O)(=O)CCO)N1CCC2(CC2)CC1)F